CN1C(N(C2=C1C(=CC=C2)C2CCN(CC2)CCCNC)C2C(NC(CC2)=O)=O)=O 3-(3-Methyl-4-(1-(3-(methylamino)propyl)piperidin-4-yl)-2-oxo-2,3-dihydro-1H-benzo[d]imidazol-1-yl)piperidine-2,6-dione